C(C)OC(CC1=CC=CC2=C1O[C@@H](CN2CC)C=2C=C(C1=C(C=CO1)C2)Br)=O |r| (±)-2-(2-(7-Bromobenzofuran-5-yl)-4-ethyl-3,4-dihydro-2H-benzo[b][1,4]oxazin-8-yl)acetic acid ethyl ester